benzyl 6-(2,4-dioxotetrahydropyrimidin-1(2H)-yl)-3,4-dihydroisoquinoline-2(1H)-carboxylate O=C1N(CCC(N1)=O)C=1C=C2CCN(CC2=CC1)C(=O)OCC1=CC=CC=C1